ClC=1C(=C(C=CC1)C=1N(C(=CC1C(=O)N)C1=C2C(=NC=C1)NC=C2)COCC[Si](C)(C)C)F 2-(3-chloro-2-fluorophenyl)-5-(1H-pyrrolo[2,3-b]pyridin-4-yl)-1-{[2-(trimethylsilyl)ethoxy]methyl}-1H-pyrrole-3-carboxamide